ClC=1C=CC(=C(C1)C1=CC(=C(N=N1)C)NC1=CC(=NC=C1)NC(C=CN1CC(N(CC1)C)C)=O)F N-(4-{[6-(5-chloro-2-fluorophenyl)-3-methylpyridazin-4-yl]amino}pyridin-2-yl)-3-(3,4-dimethylpiperazin-1-yl)propenamide